C(C1=CC=CC=C1)[Zn] benzylzinc